Cl.C(C)C1=C(C(C2=C(N1CC(=O)NC13CC(C1)(C3)C(F)(F)F)OC(=N2)C2=CC(=NC=C2)OC)=O)N2CCNCC2 2-[5-ethyl-2-(2-methoxy-4-pyridyl)-7-oxo-6-piperazin-1-yl-oxazolo[5,4-b]pyridin-4-yl]-N-[3-(trifluoromethyl)-1-bicyclo[1.1.1]pentanyl]acetamide hydrochloride